1-adamantylethyl-dimethyl-ammonium C12(CC3CC(CC(C1)C3)C2)CC[NH+](C)C